[NH4+].[F-].[Ti] titanium fluoride ammonium salt